BrC1=C(C=CC(=C1)F)F 2-bromo-1,4-difluoro-benzene